OC1=C(C=CC=C1)C=1C(=CC=CC1)S(=O)O 2'-HYDROXY-1,1'-BIPHENYL-2-SULFINIC ACID